NCCOCC=1C=2N(C=C(C1)C1CC1)C=C(N2)CN2N=NC(=C2)C(=O)NCC2=C(C(=CC=C2N2N=NN=C2)OC)F 1-((8-((2-aminoethoxy)methyl)-6-cyclopropylimidazo[1,2-a]pyridin-2-yl)methyl)-N-(2-fluoro-3-methoxy-6-(1H-tetrazol-1-yl)benzyl)-1H-1,2,3-triazole-4-carboxamide